1-(4-(2-benzyl-5,6,7,8-tetrahydrobenzo[4,5]thieno[2,3-d]pyrimidin-4-yl)piperazin-1-yl)prop-2-en-1-one C(C1=CC=CC=C1)C=1N=C(C2=C(N1)SC1=C2CCCC1)N1CCN(CC1)C(C=C)=O